8-[1-(2,2-difluoroethyl)-3-methyl-1H-pyrazolo[4,3-c]pyridin-6-yl]-2-[2-methyl-6-(trifluoromethyl)pyrimidin-4-yl]-2,8-diazaspiro[4.5]decane FC(CN1N=C(C=2C=NC(=CC21)N2CCC1(CCN(C1)C1=NC(=NC(=C1)C(F)(F)F)C)CC2)C)F